3-methoxy-5-(4-methyl-1H-imidazol-1-yl)phenol COC=1C=C(C=C(C1)N1C=NC(=C1)C)O